1-cyclopentyl-5-(2-(trifluoromethyl)phenyl)-1H-pyrazole-3-carboxylic acid C1(CCCC1)N1N=C(C=C1C1=C(C=CC=C1)C(F)(F)F)C(=O)O